C1=C(C=CC2=CC=CC=C12)CNC(=O)C1NCCN(C1)S(=O)(=O)C1=CC=CC=C1 N-(naphthalen-2-ylmethyl)-4-(phenylsulfonyl)piperazine-2-carboxamide